tert-butyl 4-[7-benzyl-2-[2-(1-piperidyl)ethoxy]-6,8-dihydro-5H-pyrido[3,4-d]pyrimidin-4-yl]piperazine-1-carboxylate C(C1=CC=CC=C1)N1CC=2N=C(N=C(C2CC1)N1CCN(CC1)C(=O)OC(C)(C)C)OCCN1CCCCC1